6-(2-Methoxyphenyl)-N-[(2-oxo-1H-pyridin-3-yl)sulfonyl]-2-[(4S)-2,2,4-trimethylpyrrolidin-1-yl]pyridin-3-carboxamid COC1=C(C=CC=C1)C1=CC=C(C(=N1)N1C(C[C@@H](C1)C)(C)C)C(=O)NS(=O)(=O)C=1C(NC=CC1)=O